trans-4-((3-(1-Cyclopropyl-1H-pyrazol-4-yl)phenyl)((trans-4-(4-methoxy-3-methylphenyl)cyclohexyl)methyl)carbamoyl)-cyclohexyl dimethylcarbamate CN(C(O[C@@H]1CC[C@H](CC1)C(N(C[C@@H]1CC[C@H](CC1)C1=CC(=C(C=C1)OC)C)C1=CC(=CC=C1)C=1C=NN(C1)C1CC1)=O)=O)C